5,6-dimethoxy-1H-benzimidazole COC1=CC2=C(NC=N2)C=C1OC